1-[3,3-Dimethyl-6-(1H-pyrazol-1-ylmethyl)-1H,2H,3H-pyrrolo[3,2-c]pyridin-1-yl]-2-[(2S,5R)-2-ethyl-5-methylpiperazin-1-yl]-ethan-1-one CC1(CN(C2=C1C=NC(=C2)CN2N=CC=C2)C(CN2[C@H](CN[C@@H](C2)C)CC)=O)C